(2-{3-azabicyclo[3.1.0]hexan-3-yl}-4-[(1E)-2-phenylethenyl]pyrimidin-5-yl)methanol C12CN(CC2C1)C1=NC=C(C(=N1)\C=C\C1=CC=CC=C1)CO